BrC=1C(=C2C(=NC1)NC([C@]21[C@H](C1)C1=CC=CC=C1)=O)Cl |r| (1RS,2RS)-5'-bromo-4'-chloro-2-phenylspiro[cyclopropane-1,3'-pyrrolo[2,3-b]pyridin]-2'(1'H)-one